2-(4-(5-Cyanopyridin-2-yl)piperazin-1-yl)-2-oxoethyl-(methyl)carbamic acid tert-butyl ester C(C)(C)(C)OC(N(C)CC(=O)N1CCN(CC1)C1=NC=C(C=C1)C#N)=O